C(C)(=O)N1C=C2C(=CC(=CC2=C1)C1CCN(CC1)CC1CCN(CC1)C(=O)OC(C)(C)C)N1CCCC2=CC(=C(C=C12)C(F)F)C=1C=NN(C1)C tert-butyl 4-[[4-[2-acetyl-7-[7-(difluoromethyl)-6-(1-methylpyrazol-4-yl)-3,4-dihydro-2H-quinolin-1-yl]isoindol-5-yl]-1-piperidinyl]methyl]piperidine-1-carboxylate